[Ag].[Se].[Ag] silver-selenium-silver